2-(methylsulfonyl)oxazole CS(=O)(=O)C=1OC=CN1